CN1C(C(=C(C2=CC=C(C=C12)O[C@@H]1COCC1)N1CCC(CC1)C=1OC2=C(N1)C=C(C=C2)C)C(=O)N)=O (+)-1-Methyl-4-[4-(5-methyl-1,3-benzooxazol-2-yl)piperidin-1-yl]-2-oxo-7-{[(3S)-oxolan-3-yl]oxy}-1,2-dihydroquinoline-3-carboxamide